4-(6-(1,4-dimethyl-1H-1,2,3-triazol-5-yl)-4-(phenyl-(tetrahydro-2H-pyran-4-yl)methyl)-4H-thieno[2',3':4,5]pyrrolo[3,2-b]pyridin-2-yl)-2-methylbut-3-yn-2-ol CN1N=NC(=C1C=1C=C2C(=NC1)C1=C(N2C(C2CCOCC2)C2=CC=CC=C2)C=C(S1)C#CC(C)(O)C)C